C(C)(C)(C)OC(=O)N1C=CC2=C(C(=CC(=C12)C)OC)CN1[C@H](CC2(CC(C2)(F)F)CC1)C=1C=NN(C1)CC(=O)OCC (R)-4-((6-(1-(2-ethoxy-2-oxoethyl)-1H-pyrazol-4-yl)-2,2-difluoro-7-azaspiro[3.5]non-7-yl)methyl)-5-methoxy-7-methyl-1H-indole-1-carboxylic acid tert-butyl ester